5-(n-butoxycarbonylmethyloxycarbonyl)-7-oxo-bicyclo[2.2.1]Hept-2-ene C(CCC)OC(=O)COC(=O)C1C2C=CC(C1)C2=O